2-(4-(4-((5-cyclopropyl-3-(2-(trifluoromethoxy)phenyl)isoxazol-4-yl)methoxy)piperidin-1-yl)phenyl)-3,5-dioxo-2,3,4,5-tetrahydro-1,2,4-triazine-6-carbonitrile C1(CC1)C1=C(C(=NO1)C1=C(C=CC=C1)OC(F)(F)F)COC1CCN(CC1)C1=CC=C(C=C1)N1N=C(C(NC1=O)=O)C#N